BrCCCCN1N=CC=C1 1-(4-bromobutyl)-1H-pyrazole